methyl-4-(m-tolyl)butanoic acid CC(C(=O)O)CCC=1C=C(C=CC1)C